N-lauroyl-N'-hydroxyethyl-N'-carboxymethylethylenediamine sodium [Na].C(CCCCCCCCCCC)(=O)NCCN(CC(=O)O)CCO